4-((3-bromo-2-methylbenzyl)oxy)-3-chlorobenzaldehyde BrC=1C(=C(COC2=C(C=C(C=O)C=C2)Cl)C=CC1)C